tert-butyl 7-{[6-(2,2-difluoroethyl)-7-oxo-4H,5H,6H,7H,8H-pyrazolo[1,5-d][1,4]diazepin-2-yl] amino}-1,2,3,4-tetrahydro-2,6-naphthyridine-2-carboxylate FC(CN1C(CN2C(CC1)=CC(=N2)NC2=NC=C1CCN(CC1=C2)C(=O)OC(C)(C)C)=O)F